6-(2-azidopropan-2-yl)-1-(phenylsulfonyl)-1H-pyrrolo[2,3-b]pyridine N(=[N+]=[N-])C(C)(C)C1=CC=C2C(=N1)N(C=C2)S(=O)(=O)C2=CC=CC=C2